N[C@@H]1[C@H](CCCC1)C1=C(C=2N=C(N=C(C2S1)NCC#CC)Cl)I 6-((1S,2S)-2-aminocyclohexyl)-N-(but-2-yn-1-yl)-2-chloro-7-iodothieno[3,2-d]pyrimidin-4-amine